Cl.S(=O)(=O)(O)O sulfate hydrochloride salt